ClC1=C(C=C(C=C1N)C)N(C)C1=C(C=CC(=C1)Cl)C 2-chloro-N1-(5-chloro-2-methylphenyl)-N1,5-dimethylbenzene-1,3-diamine